FC(C1=NN(C=C1[N+](=O)[O-])C1CC(C1)CN(C1CCN(CC1)C1=CC=CC=2N(C(N(C21)C)=O)C2C(NC(CC2)=O)=O)C)F 3-[4-[4-[[3-[3-(difluoromethyl)-4-nitro-pyrazol-1-yl]cyclobutyl]methyl-methyl-amino]-1-piperidyl]-3-methyl-2-oxo-benzimidazol-1-yl]piperidine-2,6-dione